6-((2S,5R)-4-((3,3-Difluorocyclobutyl)(4-(trifluoromethyl)phenyl)methyl)-2,5-dimethylpiperazin-1-yl)-3,8-dimethyl-9-(((S)-tetrahydrofuran-2-yl)methyl)-3,9-dihydro-2H-purin-2-one FC1(CC(C1)C(N1C[C@@H](N(C[C@H]1C)C=1C=2N=C(N(C2N(C(N1)=O)C)C[C@H]1OCCC1)C)C)C1=CC=C(C=C1)C(F)(F)F)F